N,N'-[(1,3-phenylene)bisoxybis(3,1-phenylene)]bismaleimide C1(=CC(=CC=C1)OC=1C=C(C=CC1)N1C(C=CC1=O)=O)OC=1C=C(C=CC1)N1C(C=CC1=O)=O